(2S)-2-[(4-methoxy-3-propionyloxy-pyridine-2-carbonyl)amino]propionic acid [(1S,2S)-1-methyl-2-(o-tolyl) propyl] ester C[C@@H]([C@@H](C)C1=C(C=CC=C1)C)OC([C@H](C)NC(=O)C1=NC=CC(=C1OC(CC)=O)OC)=O